tert-butyl 2-((3-(1-(4-chloro-3-fluorophenyl)cyclopropyl)-1,2,4-oxadiazol-5-yl)methyl)acrylate ClC1=C(C=C(C=C1)C1(CC1)C1=NOC(=N1)CC(C(=O)OC(C)(C)C)=C)F